The molecule is a nucleotide-sugar oxoanion that is the dianion of dTDP-alpha-D-glucose arising from deprotonation of both OH groups of the diphosphate. It has a role as a human metabolite. It is a conjugate base of a dTDP-alpha-D-glucose. CC1=CN(C(=O)NC1=O)[C@H]2C[C@@H]([C@H](O2)COP(=O)([O-])OP(=O)([O-])O[C@@H]3[C@@H]([C@H]([C@@H]([C@H](O3)CO)O)O)O)O